(R)-((1R,5aS,6R,9aS)-1,5a-Dimethyl-7-methylene-3-oxo-6-((E)-2-(2-oxo-2,5-dihydrofuran-3-yl) ethenyl) decahydro-1H-benzo[c]azepin-1-yl)methyl-2-amino-3-phenylpropanoate C[C@]1(NC(CC[C@@]2([C@@H]1CCC([C@H]2\C=C\C=2C(OCC2)=O)=C)C)=O)COC([C@@H](CC2=CC=CC=C2)N)=O